(S or R)-2-(((1-(3,3-difluorocyclobutyl)-4,5,6,7-tetrahydro-1H-benzo[d][1,2,3]triazol-5-yl)amino)methyl)-7-methoxy-[1,2,4]triazolo[1,5-c]quinazolin-5-amine FC1(CC(C1)N1N=NC2=C1CC[C@@H](C2)NCC2=NN1C(=NC=3C(=CC=CC3C1=N2)OC)N)F |o1:12|